C(C1=CC=CC=C1)(C1=CC=CC=C1)=NC=1C=NC2=CC(=NC(=C2C1)OC1CCC(CC1)NC1=NC=C(C=N1)OCC(=O)N(C)C)N1CCOCC1 2-[2-[[4-[[3-(Benzhydrylideneamino)-7-morpholino-1,6-naphthyridin-5-yl]oxy]cyclohexyl]amino]pyrimidin-5-yl]oxy-N,N-dimethyl-acetamide